6-((4-((2-(Dimethylamino)-4-phenylthiazol-5-yl)oxy)pyridin-2-yl)amino)-N-methylpyridinecarboxamide CN(C=1SC(=C(N1)C1=CC=CC=C1)OC1=CC(=NC=C1)NC1=CC=CC(=N1)C(=O)NC)C